N1(N=NN=C1)C[C@H](C)OC1=C(C#N)C=CC(=C1)C=1C=NC(=NC1)NC=1C(=NN(C1)C1CCC(CC1)N1C[C@@H](O[C@@H](C1)C)C)OCC1=NC=CC=C1 2-(((S)-1-(1H-tetrazol-1-yl)propan-2-yl)oxy)-4-(2-((1-((1r,4r)-4-((2S,6R)-2,6-di-methylmorpholino)cyclohexyl)-3-(pyridin-2-ylmethoxy)-1H-pyrazol-4-yl)amino)pyrimidin-5-yl)benzonitrile